C(#N)C1=C(C=CC=C1)N1N(C(=C(C1=O)NC(C1=CC=C(C=C1)OC(F)F)=O)C1=C(C=C(C=C1F)OC)F)C N-[2-(2-cyanophenyl)-5-(2,6-difluoro-4-methoxyphenyl)-1-methyl-3-oxo-2,3-dihydro-1H-pyrazol-4-yl]-4-(difluoromethoxy)benzamide